2-(2,4-dichloro-3-(morpholinomethyl)benzoyl)-3-hydroxycyclohex-2-enone ClC1=C(C(=O)C=2C(CCCC2O)=O)C=CC(=C1CN1CCOCC1)Cl